Acrylic acid n-Butyl-acrylate Methyl-methacrylate UreidoMethacrylate N(C(=O)N)C=C(C(=O)O)C.COC(C(=C)C)=O.C(CCC)OC(C=C)=O.C(C=C)(=O)O